The molecule is a triacyl-sn-glycerol in which the which the acyl groups at positions 1, 2 and 3 are specified as hexadecanoyl, (9Z)-octadecenoyl and (11Z)-icosenoyl respectively. It has a role as a human blood serum metabolite. It is a triacyl-sn-glycerol and a triacylglycerol 54:2. CCCCCCCCCCCCCCCC(=O)OC[C@H](COC(=O)CCCCCCCCC/C=C\\CCCCCCCC)OC(=O)CCCCCCC/C=C\\CCCCCCCC